ClC1=C(N=C2N1C=CC(=C2)C(=O)OC)C2=C(C=CC=C2F)C2=C(C=C(C=C2)F)F methyl 3-chloro-2-(2',3,4'-trifluoro-[1,1'-biphenyl]-2-yl)imidazo[1,2-a]pyridine-7-carboxylate